5-(4-((5,5-difluoro-2H-pyran-3-yl)methoxy)phenyl)-2-oxo-6-(trifluoromethyl)-1,2-dihydropyridine-3-carboxamide FC1(C=C(COC1)COC1=CC=C(C=C1)C=1C=C(C(NC1C(F)(F)F)=O)C(=O)N)F